3,7-Dimethyl-6-octen-1-al CC(CC=O)CCC=C(C)C